C(#N)C1=CC=CC2=C1O[C@H](CN2)[C@@H](C2=CC=CC=C2)NCCC2=CC(=CO2)CC(=O)O 2-(5-(2-(((R)-((R)-8-cyano-3,4-dihydro-2H-benzo[b][1,4]oxazin-2-yl)(phenyl)methyl)amino)ethyl)furan-3-yl)acetic acid